CN1S(C2=C(C(C3=C1C=CC=C3)NCCCCCCC(=O)O)C=CC(=C2)SC)(=O)=O 7-((6-Methyl-3-(methylthio)-5,5-dioxido-6,11-dihydrodibenzo[c,f][1,2]thiazepin-11-yl)amino)heptanoic acid